methyl 2-amino-3-((1-(cyclopropylsulfonyl)cyclopropyl)methoxy)benzoate NC1=C(C(=O)OC)C=CC=C1OCC1(CC1)S(=O)(=O)C1CC1